C1(=CC=C(C=C1)CN1C=NC=2N=C(NC(C12)=O)N1N=CC(=C1)C(=O)O)C1=CC=CC=C1 1-(7-([1,1'-biphenyl]-4-ylmethyl)-6-oxo-6,7-dihydro-1H-purin-2-yl)-1H-pyrazole-4-carboxylic acid